1',4-Dimethyl-1'H-[1,4'-bipyrazol]-3-amine Copper iodide [Cu](I)I.CN1N=CC(=C1)N1N=C(C(=C1)C)N